ClC1=CC=C(C2=C1CCO2)COC2=CC=CC(=N2)C2CCN(CC2)CC2=NC1=C(N2C)C=CC=C1OC 2-((4-(6-((4-Chloro-2,3-dihydrobenzofuran-7-yl)methoxy)pyridin-2-yl)piperidin-1-yl)methyl)-4-methoxy-1-methyl-1H-benzo[d]imidazole